(S)-2-((3-(4-(1-acetylazetidin-3-yl)-2-methylpiperazin-1-yl)-5-cyano-2-methoxyphenyl)amino)-4-(cyclopropylamino)pyrazolo[1,5-a][1,3,5]triazine-8-carbonitrile C(C)(=O)N1CC(C1)N1C[C@@H](N(CC1)C=1C(=C(C=C(C1)C#N)NC1=NC=2N(C(=N1)NC1CC1)N=CC2C#N)OC)C